C(CCCCCCC)P([S-])(=S)CCCCCCCC di-n-octyldithiophosphinate